BrC1=CC2=C(N=C(O2)NC(=O)C2(CC2)F)C=C1 N-(6-bromo-1,3-benzoxazol-2-yl)-1-fluorocyclopropane-1-carboxamide